NC1=C(C=CC(=C1)C(=O)O)C1=CC=C(C=C1)C(=O)O 2-aminobiphenyl-4,4'-dicarboxylic acid